OCC1=CC=C(C=C1)NC1C(NC(CC1)=O)=O 3-((4-(hydroxymethyl)phenyl)amino)piperidine-2,6-dione